N1CCC(CC1)C(=O)O tetrahydro-2H-pyridine-4-carboxylic acid